COC1=C(OCC2OC(OC2)=O)C=CC=C1 4-[(2-methoxyphenoxy)methyl]-1,3-dioxolan-2-one